aminopentenoic acid NC(C(=O)O)=CCC